1-(9-(4-amino-5-(5-fluoro-6-methoxypyridin-3-yl)-7-methyl-7H-pyrrolo[2,3-d]pyrimidin-6-yl)-3-azaspiro[5.5]undec-8-en-3-yl)prop-2-en-1-one NC=1C2=C(N=CN1)N(C(=C2C=2C=NC(=C(C2)F)OC)C2=CCC1(CCN(CC1)C(C=C)=O)CC2)C